O1C(CCCC1)O[C@@H](C)C=1N(C=CN1)CC1=NOC(=C1)C1=CC=C(C=C1)C#CC1=CC=C(CN2CC(C2)C#N)C=C1 1-(4-((4-(3-((2-((1S)-1-((tetrahydro-2H-pyran-2-yl)oxy)ethyl)-1H-imidazol-1-yl)methyl)isoxazol-5-yl)phenyl)ethynyl)benzyl)azetidin-3-carbonitrile